C1(CC1)CN1CCN(CC1)C=1C=CC=NC1 5-(4-cyclopropylmethylpiperazin-1-yl)pyridin